6-[(octanoyl)amino]hexanoic acid C(CCCCCCC)(=O)NCCCCCC(=O)O